C1(=CC=CC=C1)[C@@H]1[C@@H](C=2C=CC(=CC2CC1)O)C1=CC=C(C=C1)N1CCC(CC1)N1CCNCC1 (5R,6S)-6-phenyl-5-(4-(4-(piperazin-1-yl)piperidin-1-yl)phenyl)-5,6,7,8-tetrahydronaphthalen-2-ol